ClC1=C(C(=CC=C1)C)C1=C2C(=C3C(=NC(=NC3=C1)OC[C@H]1N(CCC1)C)N1CCN(CC1)C(C=C)=O)OC=C2 1-(4-(4-(2-chloro-6-methylphenyl)-7-(((S)-1-methylpyrrolidin-2-yl)methoxy)furo[2,3-f]quinazolin-9-yl)piperazin-1-yl)prop-2-en-1-one